ClC1=C(C(=O)N)C(=CC(=N1)Cl)NC1=C(C=CC(=C1)[N+](=O)[O-])F 2,6-dichloro-4-[(2-fluoro-5-nitrophenyl)amino]nicotinamide